3H-1,4-benzodiazepine-2-One N1C(CN=CC2=C1C=CC=C2)=O